epsilon-(1-carboxymethyl)-L-lysine C(=O)(O)CC(CCC[C@H](N)C(=O)O)N